COC(CC1=C(C(=CC=C1)Br)O)=O.FC1=C(C=C(C=C1)OC=1C(=C2C=CNC2=CC1F)C)C=1NC(=CN1)C1(COC2=C1C=CC=C2CCC(=O)O)C 3-(3-(2-(2-fluoro-5-((6-fluoro-4-methyl-1H-indol-5-yl)oxy)phenyl)-1H-imidazol-5-yl)-3-methyl-2,3-dihydrobenzofuran-7-yl)propanoic acid Methyl-2-(3-bromo-2-hydroxyphenyl)acetate